IC=1C=C2C(=CNC2=CC1)NC(OC(C)(C)C)=O Tert-butyl (5-iodo-1H-indol-3-yl)carbamate